The molecule is a bile acid that is 5beta-cholan-24-oic acid bearing three hydroxy substituents at positions 3alpha, 7beta and 12alpha. It has a role as a human urinary metabolite and an EC 1.1.1.159 (7alpha-hydroxysteroid dehydrogenase) inhibitor. It is a bile acid, a 3alpha-hydroxy steroid, a 12alpha-hydroxy steroid, a C24-steroid, a trihydroxy-5beta-cholanic acid and a 7beta-hydroxy steroid. It is a conjugate acid of an ursocholate. C[C@H](CCC(=O)O)[C@H]1CC[C@@H]2[C@@]1([C@H](C[C@H]3[C@H]2[C@H](C[C@H]4[C@@]3(CC[C@H](C4)O)C)O)O)C